N1C(=CC=2C=NC=CC21)CNC(CC=2C(=NC=C(C2)N)C2=CC=CC=C2)=O N-((1H-pyrrolo[3,2-C]pyridin-2-yl)methyl)-2-(5-amino-2-phenylpyridin-3-yl)acetamide